methyl 2-[(1S,4S)-2-oxa-5-azabicyclo[2.2.1]heptan-5-yl]-5,7-dihydrofuro[3,4-b]pyridine-3-carboxylate [C@@H]12OC[C@@H](N(C1)C1=C(C=C3C(=N1)COC3)C(=O)OC)C2